2'-(oxybis(methylene))bis(2-isopropylpropane-1,3-diol) O(CC(C(CO)C(C)C)O)CC(C(CO)C(C)C)O